3-(2-methylphenyl)-oxiranecarboxylic acid ethyl ester C(C)OC(=O)C1OC1C1=C(C=CC=C1)C